hydroxyethylidenedisodium diphosphate OP(O)(=O)OP(=O)(O)O.OCC([Na])[Na]